OC1=CC=C(C=C1)[C@@H]1OC2=C([C@H]1C(=O)OC)C=C(C=C2)\C=C\C(=O)OC.C2(CCCCC2)C=C cyclohexyl ethylene methyl (2R,3R)-2-(4-hydroxyphenyl)-5-((E)-3-methoxy-3-oxoprop-1-en-1-yl)-2,3-dihydrobenzofuran-3-carboxylate